ClC=1C(=C(C=CC1)CC1NCC(C1O)(F)F)F 2-[(3-chloro-2-fluorophenyl)methyl]-4,4-difluoropyrrolidin-3-ol